C(CCCCCCC)(=O)O.C(CCCCCCC)(=O)O.C(CCCCCCC)(=O)O.C(C(C)O)O propylene glycol dicaprylate caprylate